FC1=CC=C(C=C1)C1=C(N=C(O1)SC)C(=O)OC Methyl 5-(4-fluorophenyl)-2-(methylthio)oxazole-4-carboxylate